Cl.Cl.C(C)N1C=NC=C1CN 1-(3-ethylimidazol-4-yl)methanamine dihydrochloride